N-(3-(4-Benzamidophenyl)-1-methyl-1H-pyrazol-5-yl)-3-methoxybenzamide C(C1=CC=CC=C1)(=O)NC1=CC=C(C=C1)C1=NN(C(=C1)NC(C1=CC(=CC=C1)OC)=O)C